N-(trans-Epoxysuccinyl)-L-leucine 4-guanidinobutylamide CC(C)C[C@@H](C(=O)NCCCCN=C(N)N)NC(=O)[C@H]1[C@@H](O1)C(=O)O